cyclopentylpentafluorophenyl sulfide C1(CCCC1)C1(C(C(=C(C(=C1F)F)F)F)F)SC1(C(C(=C(C(=C1F)F)F)F)F)C1CCCC1